(5-((2-(3,3-difluoropyrrolidin-1-yl)-4-(2-fluoro-phenyl)pyridin-3-yl)carbamoyl)pyrimidin-2-yl)-L-valine FC1(CN(CC1)C1=NC=CC(=C1NC(=O)C=1C=NC(=NC1)N[C@@H](C(C)C)C(=O)O)C1=C(C=CC=C1)F)F